OC(CS(=O)(=O)C1(CC1)CN1C(C2=C(CC1)C(=NN2C)C(=O)N)=O)(C)C 6-((1-((2-hydroxy-2-methylpropyl)sulfonyl)cyclopropyl)methyl)-1-methyl-7-oxo-4,5,6,7-tetrahydro-1H-pyrazolo[3,4-c]pyridine-3-carboxamide